3-hydroxy-4-[(1-hydroxynaphthalen-2-yl) diazenyl]-7-nitronaphthalene-1-sulfonate OC=1C=C(C2=CC(=CC=C2C1N=NC1=C(C2=CC=CC=C2C=C1)O)[N+](=O)[O-])S(=O)(=O)[O-]